FC1=CC(=NC=C1)C(=O)OC1CCCOC12CCCO2 1,6-dioxaspiro[4.5]decan-10-yl 4-fluoropicolinate